The molecule is a glycosyl alditol that is D-galactitol in which the hydroxy groups at positions 2 and 3 have been converted into the corresponding alpha-L-fucopyranosyl and alpha-D-galactopyranosyl derivatives, respectively. C[C@H]1[C@H]([C@H]([C@@H]([C@@H](O1)O[C@@H](CO)[C@H]([C@H]([C@@H](CO)O)O)O[C@@H]2[C@@H]([C@H]([C@H]([C@H](O2)CO)O)O)O)O)O)O